CN1C(=NC2=C1C=CC(=C2)C(=O)O)NC=2OC=1C(=NC=CC1)N2 1-methyl-2-(oxazolo[4,5-b]pyridin-2-ylamino)-1H-benzo[d]imidazole-5-carboxylic acid